C(=O)[O-].S1[NH2+]C=CC=C1 thiazinium formate